N-(3-(2-(piperidin-3-ylamino)-5-(trifluoromethyl)pyrimidin-4-yl)-1H-indol-7-yl)methanesulfonamide formate C(=O)O.N1CC(CCC1)NC1=NC=C(C(=N1)C1=CNC2=C(C=CC=C12)NS(=O)(=O)C)C(F)(F)F